FC1=NC(=C(C=C1Br)F)F 2,5,6-trifluoro-3-bromopyridine